2-chloro-N-(3-chloro-5-fluorophenyl)acetamide Tert-butyl-((1R,3S)-3-((4-(4,4,5,5-tetramethyl-1,3,2-dioxaborolan-2-yl)pyridin-2-yl)carbamoyl)cyclohexyl)carbamate C(C)(C)(C)N(C(O)=O)[C@H]1C[C@H](CCC1)C(NC1=NC=CC(=C1)B1OC(C(O1)(C)C)(C)C)=O.ClCC(=O)NC1=CC(=CC(=C1)F)Cl